β-pinene methacrylate C(C(=C)C)(=O)O.C12C(CCC(C1(C)C)C2)=C